tert-butyl (S)-((5-(4-(3-ethylmorpholino)-6-((ethylsulfonyl)methyl)pyrimidin-2-yl)-1-((2-(trimethylsilyl)ethoxy)methyl)-1H-pyrrolo[3,2-b]pyridin-2-yl)methyl)(methyl)carbamate C(C)[C@H]1COCCN1C1=NC(=NC(=C1)CS(=O)(=O)CC)C1=CC=C2C(=N1)C=C(N2COCC[Si](C)(C)C)CN(C(OC(C)(C)C)=O)C